1-(5-Fluoro-2-((tetrahydro-2H-pyran-4-yl)amino)phenyl)ethan-1-one FC=1C=CC(=C(C1)C(C)=O)NC1CCOCC1